(S)-pipecolic acid N1[C@@H](CCCC1)C(=O)O